carbon e-methane C.[C]